C(C1=CC(OC)=C(O)C=C1)C1=C(C=CC=C1)O vanillylphenol